3-(4-(trifluoromethoxy)benzyl)-2H-chromen-2-one FC(OC1=CC=C(CC=2C(OC3=CC=CC=C3C2)=O)C=C1)(F)F